2-(2-bromophenoxy)ethoxy-tert-butyl-dimethyl-monosilane (3,5-dimethyl-1-adamantyl)acetate CC12CC3(CC(CC(C1)(C3)C)C2)CC(=O)O.BrC2=C(OCCO[Si](C)(C)C(C)(C)C)C=CC=C2